ClC1=CC=C(CCN[C@H](C(=O)C2=CNC3=CC(=CC=C23)C2=NC=NC=C2)C2=CC=CC=C2)C=C1 |r| (S)- and (R)-2-((4-chlorophenethyl)amino)-2-phenyl-1-(6-(pyrimidin-4-yl)-1H-indol-3-yl)ethan-1-one